[Si](C)(C)(C(C)(C)C)OCCNC1=NC=CC(=C1)N=C(C1=CC=CC=C1)C1=CC=CC=C1 N-(2-((tert-butyldimethylsilyl)oxy)ethyl)-4-((diphenylmethylene)amino)pyridin-2-amine